diethyl-cyclohexylaminoethylene phosphorus [P].C(C)C(=CNC1CCCCC1)CC